[Co+2].C1(=CC=CC=C1)C1=C2C=CC(C(=C3C=CC(=C(C=4C=CC(=C(C5=CC=C1N5)C5=CC=CC=C5)N4)C4=CC=CC=C4)N3)C3=CC=CC=C3)=N2 Tetraphenylporphyrin cobalt (II)